ClCCS(=O)O 2-chloroethylsulfinic acid